C1(CC1)C=1N=NN(C1)[C@H](C(=O)N1[C@@H](C[C@H](C1)O)C(=O)NC[C@@H]1[C@@H](C[C@H](C1)C1=NN=CN1C)O)C(C)(C)C (2S,4R)-1-[(2S)-2-(4-cyclopropyltriazol-1-yl)-3,3-dimethyl-butanoyl]-4-hydroxy-N-[[(1R,2R,4S)-2-hydroxy-4-(4-methyl-1,2,4-triazol-3-yl)cyclopentyl]methyl]pyrrolidine-2-carboxamide